FC1=C(C=NS(=O)C(C)(C)C)C=C(C=C1)F N-(2,5-Difluorobenzylidene)-2-methylpropane-2-sulfinamide